Copper Dichloride [Cu](Cl)Cl